FC=1C=C(C=2N=CC=NC2C1)C#N 7-Fluoroquinoxaline-5-carbonitrile